ClC[C@@H]1CN(C(O1)=O)CC1COC1 (S)-5-(chloromethyl)-3-(oxetan-3-ylmethyl)oxazolidine-2-one